The molecule is an anthocyanin cation that is malvidin substituted at position 3 by a 6-O-(cis-4 coumaryl)-beta-D-glucosyl residue. It has a role as a metabolite. It is a beta-D-glucoside, an anthocyanin cation, a cinnamate ester, a polyphenol and an aromatic ether. It derives from a cis-4-coumaric acid and a malvidin. COC1=CC(=CC(=C1O)OC)C2=[O+]C3=CC(=CC(=C3C=C2O[C@H]4[C@@H]([C@H]([C@@H]([C@H](O4)COC(=O)/C=C\\C5=CC=C(C=C5)O)O)O)O)O)O